tert-butyl 4-(7-bromo-6-(1,1-difluoroethyl)-8-fluoro-2-((tetrahydro-1H-pyrrolizin-7a(5H)-yl)methoxy)quinazolin-4-yl)piperazine-1-carboxylate BrC1=C(C=C2C(=NC(=NC2=C1F)OCC12CCCN2CCC1)N1CCN(CC1)C(=O)OC(C)(C)C)C(C)(F)F